ClC1=C(C=CC(=C1)I)NC1=C(C(=O)NOCC2CC2)C=CC(=C1F)F 2-((2-chloro-4-iodophenyl)amino)-N-(cyclopropylmethoxy)-3,4-difluorobenzamide